(S)-2-((R)-3-Methyl-morpholin-4-yl)-9-(2-oxo-2-phenylethyl)-8-trifluoromethyl-6,7,8,9-tetrahydro-pyrimido[1,2-a]-pyrimidin-4-one C[C@H]1N(CCOC1)C=1N=C2N(C(C1)=O)CC[C@H](N2CC(C2=CC=CC=C2)=O)C(F)(F)F